CNC=1C(C(C1NCC1=NC=C(C=C1)C1=NOC(=N1)C(F)(F)F)=O)=O 3-(methylamino)-4-(((5-(5-(trifluoromethyl)-1,2,4-oxadiazol-3-yl)pyridin-2-yl)methyl)amino)cyclobut-3-ene-1,2-dione